C(C1=CC=CC=C1)(=O)OCCCC 4-(benzoyloxy)butane